COC(CCCCCCCCCC=CC=CC=CC=CC1=CO1)=O epoxyeicosapentaenoic acid methyl ester